C(C)C1=C(OC(C(=O)O)(C)C)C(=CC(=C1)CN1N=CN(C1=O)C1=CC=C(C=C1)OC(F)(F)F)CC 2-(2,6-Diethyl-4-((5-oxo-4-(4-(trifluoromethoxy)phenyl)-4,5-dihydro-1H-1,2,4-triazol-1-yl)methyl)phenoxy)-2-methylpropionic acid